C(C)(C)(C)OC1=NC(=CC(=C1)C1=CC(=NC=C1)NC(C)=O)C=1C(=NN(C1)CC)C(F)(F)F N-[4-[2-tert-butoxy-6-[1-ethyl-3-(trifluoromethyl)pyrazol-4-yl]-4-pyridinyl]-2-pyridinyl]acetamide